ethylzirconium chloride [Cl-].C(C)[Zr+3].[Cl-].[Cl-]